m-[2-(4-hydroxycyclohexylamino)-6-(1-{[6-(methoxymethyl)-2-pyridinyl]methyl}-1H-1,2,3-triazol-4-yl)-4-pyrimidinyl]benzonitrile OC1CCC(CC1)NC1=NC(=CC(=N1)C=1C=C(C#N)C=CC1)C=1N=NN(C1)CC1=NC(=CC=C1)COC